FC1=CC2=C(N=C(O2)N2CC3=CC=C(C(=C3C[C@H]2C(=O)OC)OCC2=CC=C(C=C2)OC)OC)C=C1 Methyl (S)-2-(6-fluorobenzo[d]oxazol-2-yl)-6-methoxy-5-((4-methoxybenzyl) oxy)-1,2,3,4-tetrahydroisoquinoline-3-carboxylate